COCCN1C(=NC2=CC=C(C=C2C1=O)[N+](=O)[O-])CN1CCCC1 3-(2-methoxyethyl)-6-nitro-2-(pyrrolidin-1-ylmethyl)quinazolin-4(3H)-one